t-butyl-(2-iodoethoxy)dimethylsilane C(C)(C)(C)[Si](C)(C)OCCI